C1(CC1)C=1C=NC(=NC1)N1C[C@H](N(C[C@H]1C)C(=O)OCCC1=CNC(C(=C1)C(F)(F)F)=O)C 2-(6-Oxo-5-(trifluoromethyl)-1,6-dihydropyridin-3-yl)ethyl (2R,5R)-4-(5-cyclopropylpyrimidin-2-yl)-2,5-Dimethylpiperazine-1-carboxylate